(R)-6-(3-amino-3H-spiro[benzofuran-2,4'-piperidin]-1'-yl)-3-(1-phenylcyclopropyl)-1,5-dihydro-4H-pyrazolo[3,4-d]pyrimidin-4-one N[C@@H]1C2=C(OC13CCN(CC3)C=3NC(C1=C(N3)NN=C1C1(CC1)C1=CC=CC=C1)=O)C=CC=C2